C(#N)C=1C=NN2C1C(=CC(=C2)C=2C=NN(C2C)C2CCN(CC2)C#N)O[C@H](C)C2CC2 4-(4-[3-Cyano-4-[(1R)-1-cyclopropylethoxy]pyrazolo[1,5-a]pyridin-6-yl]-5-methylpyrazol-1-yl)piperidine-1-carbonitrile